[Cl-].SCC[N+](C)(C)C (2-mercaptoethyl)trimethyl-ammonium chloride